NC1=NC2=CC(=C(C=C2C=C1C)C(=O)N(CC1=NC=C(C=C1)C(F)(F)F)CC1=NC=CC=C1F)Cl 2-amino-7-chloro-N-((3-fluoro-2-pyridinyl)methyl)-3-methyl-N-((5-(trifluoromethyl)-2-pyridinyl)methyl)-6-quinolinecarboxamide